Cl.C(C)(C)S(=O)(=O)N1CCN(CC1)C([C@H]1NCCC1)=O (S)-1-(isopropylsulfonyl)-4-prolylpiperazine hydrochloride